3-[7-fluoro-1-(pyrimidin-5-ylmethyl)benzoimidazol-2-yl]-4-methyl-1,2,5-oxadiazole FC1=CC=CC2=C1N(C(=N2)C2=NON=C2C)CC=2C=NC=NC2